4-(Dimethylamino)benzoic acid ethyl ester C(C)OC(C1=CC=C(C=C1)N(C)C)=O